COC=1C=C(C=NC1OCC=1C=NC(=CC1)C)NC1=NC=2C=CC=C(C2N=C1N1CCOCC1)C#N ((5-methoxy-6-((6-methylpyridin-3-yl)methoxy)pyridin-3-yl)amino)-3-morpholinoquinoxaline-5-carbonitrile